C(C1=CC=CC=C1)OCCCC[C@H](C)O[Si](C1=CC=CC=C1)(C1=CC=CC=C1)C(C)(C)C (S)-((6-(Benzyloxy)hexan-2-yl)oxy)(tert-butyl)diphenylsilane